NC=1C2=C(N=CN1)N(C=C2C2=CC=C(C=1N2C=CN1)NC(=O)NC1=NOC(=C1)C1(CC1)C(F)(F)F)C1CN(CC1)C 1-(5-(4-AMINO-7-(1-METHYLPYRROLIDIN-3-YL)-7H-PYRROLO[2,3-D]PYRIMIDIN-5-YL)IMIDAZO[1,2-A]PYRIDIN-8-YL)-3-(5-(1-(TRIFLUOROMETHYL)CYCLOPROPYL)ISOXAZOL-3-YL)UREA